2-((1R,6R)-6-aminocyclohex-3-en-1-yl)-N-benzyl-3-bromo-5-chlorothieno[3,2-b]pyridin-7-amine N[C@@H]1CC=CC[C@H]1C1=C(C2=NC(=CC(=C2S1)NCC1=CC=CC=C1)Cl)Br